FC1=CC=C(C=C1)C=1C=C(C(=NC1)N)[N+](=O)[O-] 5-(4-fluorophenyl)-3-nitropyridin-2-amine